N1=CN=CC2=C1N(C=C2)C(=O)O Pyrrolo[2,3-d]Pyrimidine-7-carboxylic acid